ClC=1C=C(CC2=NC(=C3N=CN=C3N2)N)C=C(C1OCC(F)F)Cl (3,5-dichloro-4-(2,2-difluoroethoxy)benzyl)-3H-purin-6-amine